C(=C)P(OCCC(C)C)(OCCC(C)C)=O di-iso-pentyl vinylphosphonate